2-(3-(3-(4-amino-3-fluorophenoxy)propoxy)propoxy)acetaldehyde NC1=C(C=C(OCCCOCCCOCC=O)C=C1)F